N1=C(NC2=C1C=CC=C2)C2(CC=CC=C2OCC)O (1-benzimidazol-2-yl)-6-ethoxyphenol